F[P-](F)(F)(F)(F)F.N1(N=NC2=C1N=CC=C2)[NH+]=C(O)N (7-azabenzotriazol-1-yl)uronium hexafluorophosphate